C(C)(=O)O.O1[C@@H]2[C@H](NC(C1)=O)CNCC2 (4aR,8aS)-hexahydro-2H-pyrido[4,3-b][1,4]oxazin-3(4H)-one acetate